C([C@H]([C@@H]([C@@H]([C@H](C=O)OP(=O)(O)OP(=O)(O)O)O)O)O)O DIPHOSPHOGALACTOSE